6-oxo-1,6-dihydropyridine-2-carbonitrile O=C1C=CC=C(N1)C#N